N-[8-(dimethylamino)-2-methylimidazo[1,2-a]pyrazin-6-yl]-2-methyl-4-[3-(methylamino)pyrrolidin-1-yl]indazole-7-carboxamide CN(C=1C=2N(C=C(N1)NC(=O)C1=CC=C(C3=CN(N=C13)C)N1CC(CC1)NC)C=C(N2)C)C